NC1CC2CCC(C1)N2C(=O)C2=CC(=C(C(=N2)C2=CC(=C(C#N)C=C2)F)C2=CC(=C(C=C2)OC)O)OC 4-(6-(3-amino-8-azabicyclo[3.2.1]octane-8-carbonyl)-3-(3-hydroxy-4-methoxyphenyl)-4-methoxypyridin-2-yl)-2-fluorobenzonitrile